tert-butyl 2-thiaspiro[3.3]hept-6-ylcarbamate C1SCC12CC(C2)NC(OC(C)(C)C)=O